The molecule is a cyclic oligonucleotide consisting of TGCGAATTCGCT and TGCGAATTCGCT strands of DNA linked by hydrogen bonding between the base pairs and also covalently via two disulfanediyldiethane-1,2-diyl linkages between the N-3 atoms of the terminal thymidine residues. CC1=CN(C(=O)NC1=O)[C@H]2C[C@H]3[C@H](O2)COP(=O)(O[C@H]4C[C@@H](O[C@@H]4COP(=O)(O[C@H]5C[C@@H](O[C@@H]5COP(=O)(O[C@H]6C[C@@H](O[C@@H]6COP(=O)(O[C@H]7C[C@H](N8C=C(C(=O)N(C8=O)CCSSCCN9C(=O)C(=CN(C9=O)[C@H]1C[C@@H]([C@H](O1)COP(=O)(O[C@H]1C[C@@H](O[C@@H]1COP(=O)(O[C@H]1C[C@@H](O[C@@H]1COP(=O)(O[C@H]1C[C@@H](O[C@@H]1COP(=O)(O[C@H]1C[C@@H](O[C@@H]1COP(=O)(O[C@H]1C[C@@H](O[C@@H]1COP(=O)(O[C@H]1C[C@@H](O[C@@H]1COP(=O)(O[C@H]1C[C@@H](O[C@@H]1COP(=O)(O[C@H]1C[C@@H](O[C@@H]1COP(=O)(O[C@H]1C[C@@H](O[C@@H]1COP(=O)(O[C@H]1C[C@@H](O[C@@H]1COP(=O)(O[C@H]1C[C@H](N2C=C(C(=O)N(C2=O)CCSSCCN2C(=O)C(=CN(C2=O)[C@H]2C[C@@H]([C@H](O2)COP(=O)(O[C@H]2C[C@@H](O[C@@H]2COP(=O)(O[C@H]2C[C@@H](O[C@@H]2COP(=O)(O[C@H]2C[C@@H](O[C@@H]2COP(=O)(O[C@H]2C[C@@H](O[C@@H]2COP(=O)(O[C@H]2C[C@@H](O[C@@H]2COP(=O)(O[C@H]2C[C@@H](O[C@@H]2COP(=O)(O3)O)N2C=C(C(=O)NC2=O)C)O)N2C=NC3=C(N=CN=C32)N)O)N2C=NC3=C(N=CN=C32)N)O)N2C=NC3=C2N=C(NC3=O)N)O)N2C=CC(=NC2=O)N)O)N2C=NC3=C2N=C(NC3=O)N)O)O)C)C)O[C@@H]1CO)O)N1C=CC(=NC1=O)N)O)N1C=NC2=C1N=C(NC2=O)N)O)N1C=CC(=NC1=O)N)O)N1C=C(C(=O)NC1=O)C)O)N1C=C(C(=O)NC1=O)C)O)N1C=NC2=C(N=CN=C21)N)O)N1C=NC2=C(N=CN=C21)N)O)N1C=NC2=C1N=C(NC2=O)N)O)N1C=CC(=NC1=O)N)O)N1C=NC2=C1N=C(NC2=O)N)O)O)C)C)O[C@@H]7CO)O)N1C=CC(=NC1=O)N)O)N1C=NC2=C1N=C(NC2=O)N)O)N1C=CC(=NC1=O)N)O